tert-butyl (4-(4-hydroxyphenoxy)-3-iodophenethyl)carbamate OC1=CC=C(OC2=C(C=C(CCNC(OC(C)(C)C)=O)C=C2)I)C=C1